BrC1=C2CCCNC2=CN=C1 5-bromo-1,2,3,4-tetrahydro-1,7-naphthyridine